1-[4-(benzoyl)phenyl]-heptane-1,2-dione 2-(O-benzoyloxime) C(C1=CC=CC=C1)(=O)ON=C(C(=O)C1=CC=C(C=C1)C(C1=CC=CC=C1)=O)CCCCC